2-((3,5-dicyano-4-ethyl-6-(4-ethylpiperazin-1-yl)pyridin-2-yl)sulfanyl)-2-phenylacetamide C(#N)C=1C(=NC(=C(C1CC)C#N)N1CCN(CC1)CC)SC(C(=O)N)C1=CC=CC=C1